ClC1=C(C=CC=C1)C(CC=C)NS(=O)C(C)(C)C N-(1-(2-Chlorophenyl)but-3-en-1-yl)-2-methylpropane-2-sulfinamide